C(C1=CC=CC=C1)[C@@](CC(F)(F)F)(C)NC(=O)C=1C=NC2=C(C=CC=C2C1)Cl N-[(1R)-1-benzyl-3,3,3-trifluoro-1-methyl-propyl]-8-chloro-quinoline-3-carboxamide